azetidin-1-yl-(3-(difluoromethyl)-5-((diphenylmethylene)amino)pyridin-2-yl)methanone N1(CCC1)C(=O)C1=NC=C(C=C1C(F)F)N=C(C1=CC=CC=C1)C1=CC=CC=C1